C(C)(=O)C=1N=CC(=NC1)COC1=NN=C(S1)NC(C1=CN=C(C=C1C1=C(C=CC=C1OC)F)C)=O N-(5-((5-acetylpyrazin-2-yl)methoxy)-1,3,4-thiadiazol-2-yl)-4-(2-fluoro-6-methoxyphenyl)-6-methylnicotinamide